Trans-4-propyl-4'-chloro-1,1'-bicyclohexane C(CC)C1CCC(CC1)C1CCC(CC1)Cl